[Si](C)(C)(C(C)(C)C)OCC1CCN2CC(CC12CO)=C (1-(((tert-butyldimethylsilyl)oxy)methyl)-6-methylenetetrahydro-1H-pyrrolizin-7a(5H)-yl)methanol